2-[bis(3-chloro-4-fluorophenyl)methyl]-5-ethenyl-4-methanesulfonyl-1H-imidazole ClC=1C=C(C=CC1F)C(C=1NC(=C(N1)S(=O)(=O)C)C=C)C1=CC(=C(C=C1)F)Cl